4-chlorobenzyl (4-((1-acetylpiperidin-4-yl)methyl)phenyl)carbamate C(C)(=O)N1CCC(CC1)CC1=CC=C(C=C1)NC(OCC1=CC=C(C=C1)Cl)=O